CC1OC2=C3C(N4CC5CCC(C14)N5C(=O)[O-])=NC=NC3=CC=N2 5-methyl-5a,6,7,8,9,10-hexahydro-5H-4-oxa-3,10a,11,13,14-pentaaza-6,9-methanonaphtho[1,8-ab]heptalene-14-carboxylate